chlorate nickel (II) [Ni+2].Cl(=O)(=O)[O-].Cl(=O)(=O)[O-]